tert-butyl 6-[6-(difluoromethyl)-3-pyridyl]-3-methyl-3,4-dihydro-2H-pyridine-1-carboxylate FC(C1=CC=C(C=N1)C1=CCC(CN1C(=O)OC(C)(C)C)C)F